BrC=1C=C(C=NC1)N1CCN(CC1)CC1CCN(CC1)C(=O)OC(C)(C)C tert-butyl 4-{[4-(5-bromopyridin-3-yl)piperazin-1-yl]methyl}piperidine-1-carboxylate